[4-[[2-(dimethylamino)phenyl]methyl]piperazin-1-yl]-morpholin-4-ylmethanone CN(C1=C(C=CC=C1)CN1CCN(CC1)C(=O)N1CCOCC1)C